[Si](C)(C)(C(C)(C)C)OCCOC1=NC=CC(=C1)N 2-(2-((tert-butyldimethylsilyl)oxy)ethoxy)pyridin-4-amine